4-chloro-6-(1,1-dioxo-1lambda6-thiomorpholin-4-yl)-5-methoxypyrimidine-2-carbonitrile ClC1=NC(=NC(=C1OC)N1CCS(CC1)(=O)=O)C#N